Magnesium nitrate [N+](=O)([O-])[O-].[Mg+2].[N+](=O)([O-])[O-]